BrC1=CC=C(C2=CC=CC=C12)C1=CC2=CC=CC=C2C=C1 1-bromo-4,2'-binaphthyl